FC1=CC=C(C=C1)C(C(=O)NC1=NC=CC(=C1)C1=C(C=2C(N(CC(C2N1)CC(F)(F)F)C)=O)C1=CC=C(C=C1)F)C 2-(4-Fluorophenyl)-N-{4-[3-(4-fluorophenyl)-5-methyl-4-oxo-7-(2,2,2-trifluoroethyl)-4,5,6,7-tetrahydro-1H-pyrrolo[3,2-c]pyridin-2-yl]pyridin-2-yl}propanamid